FC1=C(COC=2C=CC3=C(C(=C(O3)C)C(=O)O)C2)C(=CC=C1)F 5-((2,6-difluorobenzyl)oxy)-2-methylbenzofuran-3-carboxylic acid